1-(2-(azidomethyl)-5-bromo-2-methyl-2,3-dihydrobenzofuran-7-yl)ethan-1-one N(=[N+]=[N-])CC1(OC2=C(C1)C=C(C=C2C(C)=O)Br)C